COC(=O)C1=NC=C2N1C=CC(=C2)C=C.ClC2=C(C=C(C=1C3=C(N(C21)COCC[Si](C)(C)C)CCNC(C3)=O)OCC(=O)N)Cl 2-((7,8-dichloro-2-oxo-6-((2-(trimethyl-silyl)ethoxy)methyl)-1,2,3,4,5,6-hexahydroazepino[4,5-b]indol-10-yl)oxy)acetamide methyl-7-vinylimidazo[1,5-a]pyridine-3-carboxylate